N-(2-amino-1-phenylethyl)-1-(2-((4-fluorophenyl)-amino)-5-methyl-pyridin-4-yl)-1H-pyrrole-3-carboxamide NCC(C1=CC=CC=C1)NC(=O)C1=CN(C=C1)C1=CC(=NC=C1C)NC1=CC=C(C=C1)F